CN(C(=O)C1(CC(C1)NC=1N=CC2=C(N1)NC=C2C=2C=C1N=CC=NC1=CC2)C)C (1s,3s)-N,N,1-trimethyl-3-((5-(quinoxalin-6-yl)-7H-pyrrolo[2,3-d]pyrimidin-2-yl)amino)cyclobutane-1-carboxamide